C(C1=CC=CC=C1)OC1=CC(=CC=C1)C[C@@H](CC)I (R)-1-(benzyloxy)-3-(2-iodobutyl)benzene